CN(CCN(C1=C(C=C(C(=C1)OC)NC1=NC=NC(=C1)N1OCC[C@@H]1C1=CC(=CC(=C1)C=1SC=CC1)F)NC(C=C)=O)C)C (R)-N-(2-((2-(dimethylamino)ethyl)(methyl)amino)-5-((6-(3-(3-fluoro-5-(thiophen-2-yl)phenyl)isoxazolidin-2-yl)pyrimidin-4-yl)amino)-4-methoxyphenyl)acrylamide